N-(4-(pyridazin-3-yl)pyridin-2-yl)-4-(pyridin-2-yl)thiazol-2-amine N1=NC(=CC=C1)C1=CC(=NC=C1)NC=1SC=C(N1)C1=NC=CC=C1